1-(2-(2,2,7-trifluoro-3-oxo-6-(2,3,4,6-tetrafluorophenyl)-2,3-dihydro-4H-benzo[b][1,4]oxazin-4-yl)acetyl)azetidine-3-carboxylic acid FC1(C(N(C2=C(O1)C=C(C(=C2)C2=C(C(=C(C=C2F)F)F)F)F)CC(=O)N2CC(C2)C(=O)O)=O)F